C(C)(C)(C)OC(=O)N1C(=C(C=C1)[N+](=O)[O-])C=CC(=O)OC tert-butyl-2-(3-methoxy-3-oxoprop-1-en-1-yl)-3-nitro-1H-pyrrole-1-carboxylate